N-(((3R,6S)-1-(6-(6-(difluoromethyl)imidazo[1,2-b]pyridazin-3-yl)pyrimidin-4-yl)-4,4-difluoro-6-methylpiperidin-3-yl)methyl)methanesulfonamide FC(C=1C=CC=2N(N1)C(=CN2)C2=CC(=NC=N2)N2C[C@@H](C(C[C@@H]2C)(F)F)CNS(=O)(=O)C)F